ethylenebis(2,4-di-tert-butylphenol) C(CC=1C(=C(C=CC1C(C)(C)C)O)C(C)(C)C)C=1C(=C(C=CC1C(C)(C)C)O)C(C)(C)C